methyl 3-(3-methoxy-3-oxopropyl)isonicotinate COC(CCC1=C(C(=O)OC)C=CN=C1)=O